CC1=C(N2C=C(C=C2C=C1C(=O)O)C1=CC=C(C=C1)CN1CCOCC1)C(C)N1CCOCC1 6-methyl-5-(1-morpholinoethyl)-2-(4-(morpholinomethyl)phenyl)indolizine-7-carboxylic acid